BrC=1C(=C(C(=NC1)OC)C(=O)C1=C(C(=C(C=C1C)OC)OC)OC)C (5-bromo-2-methoxy-4-methylpyridin-3-yl)-(2,3,4-trimethoxy-6-methylphenyl)methanone